FC=1C=C(C=CC1CNC(CNC(=N)N)=O)S(=O)(=O)NC1=CN=CS1 5-[[3-Fluoro-4-[[(2-guanidinoacetyl)amino]methyl]phenyl]sulfonylamino]thiazol